P(=O)(O)(O)CCCCCC(CC)P(=O)(O)O 1,6-diphosphonooctane